ethyl N-{[5-(cyclopropylmethoxy)pyridin-2-yl]carbamothioyl}carbamate C1(CC1)COC=1C=CC(=NC1)NC(=S)NC(OCC)=O